5-CHLORO-1-[3-(TRIFLUOROMETHYL)PHENYL]-1H-PYRAZOLE-4-CARBOXALDEHYDE ClC1=C(C=NN1C1=CC(=CC=C1)C(F)(F)F)C=O